FC=1C(=C(C=C(C1)CC(C)C)N1C(CN(CC1)CC=1N=NC=CC1)C)C=1N=NNN1 3-[[4-[3-fluoro-5-isobutyl-2-(2H-tetrazol-5-yl)phenyl]-3-methyl-piperazin-1-yl]methyl]pyridazine